FC1(C[C@H](NC1=O)COC1=NC=C(C2=CC(=C(C=C12)OC(C)C)C(=O)N)C#CCC1CCOCC1)F (S)-1-((4,4-difluoro-5-oxopyrrolidin-2-yl)methoxy)-7-isopropoxy-4-(3-(tetrahydro-2H-pyran-4-yl)prop-1-yn-1-yl)isoquinoline-6-carboxamide